COC1=C(C(=[N+](C=C1C)[O-])C[S@@](=O)C1=NC2=C(N1)C=CC(=C2)OC)C |r| 4-methoxy-2-[[(RS)-(5-methoxy-1H-benzimidazol-2-yl)sulfinyl]methyl]-3,5-lutidine 1-oxide